N1CC(C1)OC1=NC2=CC3=C(C=C2C(=C1C(C)C)C1=CC=C(C=C1)F)C=NN3 7-(azetidin-3-yloxy)-5-(4-fluorophenyl)-6-isopropyl-1H-pyrazolo[4,3-g]Quinoline